4-ACETYL-5-BROMONICOTINIC ACID C(C)(=O)C1=C(C=NC=C1C(=O)O)Br